FC1=C(C(=C(C(=C1F)F)F)F)[B-](C1=C(C(=C(C(=C1F)F)F)F)F)(C1=C(C(=C(C(=C1F)F)F)F)F)C1=C(C(=C(C(=C1F)F)F)F)F.C[NH+](C1=CC=C(C=C1)CCCCCCCCCCCCCCCCCCC)CCCCCCCCCCCCCC N-Methyl-4-nonadecyl-N-tetradecylanilinium [tetrakis(perfluorophenyl)borat]